(2S,4S)-4-(8-chloro-7-(8-chloronaphthalen-1-yl)-6-fluoro-4-(methylsulfanyl)-1H-pyrazolo[4,3-c]quinolin-1-yl)-2-(2-hydroxyethyl)piperidine-1-carboxylic acid tert-butyl ester C(C)(C)(C)OC(=O)N1[C@@H](C[C@H](CC1)N1N=CC=2C(=NC=3C(=C(C(=CC3C21)Cl)C2=CC=CC1=CC=CC(=C21)Cl)F)SC)CCO